Cl.C1(CC1)C1=NNC(=C1)NC=1N=C(C2=C(N1)C1=C(O2)N=CC=C1)N1CCOCC1 N-(3-cyclopropyl-1H-pyrazol-5-yl)-4-morpholinopyrido[3',2':4,5]furo[3,2-d]pyrimidin-2-amine hydrochloride